Cl.COC1=NN(C=C1C1NCCOC1)C 3-(3-methoxy-1-methyl-1H-pyrazol-4-yl)morpholine hydrochloride